1-(2-(phenylamino)phenyl)ethane C1(=CC=CC=C1)NC1=C(C=CC=C1)CC